FC=1C=C(CC=2C=C3C(=NNC3=CC2)NC(C2=C(C=C(C=C2)N2CCN(CC2)C)NC2CCOCC2)=O)C=C(C1)F N-[5-(3,5-difluoro-benzyl)-1H-indazol-3-yl]-4-(4-methyl-piperazin-1-yl)-2-(tetrahydropyran-4-ylamino)-benzamide